(((6-Chloro-2-(trifluoromethyl)quinolin-4-yl)amino)methyl)-4-(5-fluoropyridin-2-yl)piperidine-1-sulfonamide ClC=1C=C2C(=CC(=NC2=CC1)C(F)(F)F)NCC1N(CCC(C1)C1=NC=C(C=C1)F)S(=O)(=O)N